1-(1-(4-(2,2-dimethyl-1,2,3,6-tetrahydropyridin-4-yl)benzyl)-1H-indol-5-yl)-5-methyl-1H-pyrazole-3-carboxamide CC1(NCC=C(C1)C1=CC=C(CN2C=CC3=CC(=CC=C23)N2N=C(C=C2C)C(=O)N)C=C1)C